ClC1=CC2=C(NC(=N2)NC2=NC3=C(N2C)C=CC(=C3)C(=O)O)C=C1 ((5-chloro-1H-benzo[d]imidazol-2-yl)amino)-1-methyl-1H-benzo[d]imidazole-5-carboxylic acid